COP(=O)(C1=CC=CC=C1)C(C1=C(C=C(C=C1C)C)C)=O 2,4,6-trimethylbenzoylphenylphosphinic acid methylester